NC(C(=O)OC)CCCOC1=C(C(=CC(=C1)Cl)Cl)CN1C=NC=2C(=NC=C(C21)Cl)N Methyl 2-amino-5-(2-((4-amino-7-chloro-1H-imidazo[4,5-c]pyridin-1-yl)methyl)-3,5-dichloro phenoxy)pentanoate